7-((5-chloro-2-((4-((dimethylamino)methyl)-2-methoxyphenyl)amino)pyrimidin-4-yl)amino)isoindolin-1-one ClC=1C(=NC(=NC1)NC1=C(C=C(C=C1)CN(C)C)OC)NC=1C=CC=C2CNC(C12)=O